2-ethyl-7-nitro-1,2,3,4-tetrahydroisoquinoline C(C)N1CC2=CC(=CC=C2CC1)[N+](=O)[O-]